5-bromoamyl-tert-butyl-dimethyl-silicon BrCCCCC[Si](C)(C)C(C)(C)C